COC(C1=CC(=C(C(=C1)[N+](=O)[O-])NC\C=C\CN)OC)=O (E)-4-((4-aminobut-2-en-1-yl)amino)-3-methoxy-5-nitrobenzoic acid methyl ester